1-pyrimidin-5-yl-piperidin N1=CN=CC(=C1)N1CCCCC1